C(C(=O)O)(=O)O.S1C=CC=2[C@@H](OCC3(C21)CC3)CNC (R)-1-(4'H,6'H-spiro[cyclopropane-1,7'-thieno[3,2-c]pyran]-4'-yl)-N-methyl-methylamine oxalate